nitrogen cobalt chromium molybdenum [Mo].[Cr].[Co].[N]